5-FLUORO-1,2-DIHYDRO-2-OXO-4-PYRIDINECARBOXALDEHYDE FC=1C(=CC(NC1)=O)C=O